2-[6-(morpholin-4-yl)pyridin-2-yl]-1λ6,2-thiazolidine-1,1-dione N1(CCOCC1)C1=CC=CC(=N1)N1S(CCC1)(=O)=O